methyl (4aS,6aS,6bR,8aR,12aR,12bR,14bS)-2,2,6a,6b,9,9,12a-heptamethyl-10-oxo-1,3,4,5,6,6a,6b,7,8,8a,9,10,12a,12b,13,14b-hexadecahydropicene-4a(2H)-carboxylate CC1(C[C@H]2C3=CC[C@@H]4[C@]5(C=CC(C([C@@H]5CC[C@]4([C@@]3(CC[C@]2(CC1)C(=O)OC)C)C)(C)C)=O)C)C